1-Ethyl-5-(trifluoromethyl)-1H-pyrazol-3-amine C(C)N1N=C(C=C1C(F)(F)F)N